(E)-3-(4-(N,N-dimethylsulfamoyl)phenyl)acrylic acid CN(S(=O)(=O)C1=CC=C(C=C1)/C=C/C(=O)O)C